C(C)(=O)C=1C(OC2=C(C1NCCOC)C=CC(=C2)NC2=NC=CC(=N2)C2=CC1=C(N(N=C1C=C2)C)C(C)C)=O 3-acetyl-7-((4-(3-isopropyl-2-methyl-2H-indazol-5-yl)pyrimidin-2-yl)amino)-4-((2-methoxyethyl)amino)-2H-benzopyran-2-one